BrC(C#N)C bromopropanenitrile